1-(1Z-hexadecenyl)-2-(11Z-docosenoyl)-glycero-3-phosphoserine CCCCCCCCCCCCCC/C=C\OC[C@H](COP(=O)(O)OC[C@@H](C(=O)O)N)OC(=O)CCCCCCCCC/C=C\CCCCCCCCCC